FC(C(=O)O)(F)F.CN1C(CCC1)=O 1-methylpyrrolidin-2-one trifluoroacetate